CC(C=O)=CC=CC=C(C=CC=C(C=CC=O)C)C 2,7,11-trimethyl-tetradecahexaene-1,14-dial